methyl-ammonium [tetrakis(perfluorophenyl) borate] FC1=C(C(=C(C(=C1F)F)F)F)[B-](C1=C(C(=C(C(=C1F)F)F)F)F)(C1=C(C(=C(C(=C1F)F)F)F)F)C1=C(C(=C(C(=C1F)F)F)F)F.C[NH3+]